3-methyl-3H-[1,2,3]triazolo[4,5-b]pyridin CN1N=NC=2C1=NC=CC2